5-methyl-1H-pyrrolo[2,3-b]pyridine-3-carbonyl azide CC=1C=C2C(=NC1)NC=C2C(=O)N=[N+]=[N-]